COC(=O)C1CC2=C(CC(C1=O)C(=O)O)C=CC=C2 7-oxo-6,7,8,9-tetrahydro-5H-benzo[7]annulene-6,8-dicarboxylic acid methyl ester